ClC1=C(C=C(CN2[C@H](CN(CC2)C(=O)N2N=C(C=C2)NS(=O)(=O)C)C)C=C1)N1CCC(CC1)F (S)-N-(1-(4-(4-Chloro-3-(4-fluoropiperidin-1-yl)benzyl)-3-methylpiperazine-1-carbonyl)-1H-pyrazol-3-yl)methanesulfonamide